P(O)(=O)(OP(=O)(O)OP(=O)(O)O)OC[C@@H]1[C@H]([C@H]([C@@H](O1)N1C(=O)NC(=O)CC1)O)O 5,6-Dihydrouridine-5'-Triphosphate